ClC1=CC=C2CCN(C2=C1)C1=NC=NC2=CC=C(C=C12)C=1C=C(C(=NC1)N)C(F)(F)F 5-(4-(6-chloroindolin-1-yl)quinazolin-6-yl)-3-(trifluoromethyl)pyridin-2-amine